(Z)-7-bromo-2',3',5',6'-tetrahydrospiro[chromane-2,4'-pyran]-4-one oxime BrC1=CC=C2\C(\CC3(CCOCC3)OC2=C1)=N/O